hydride lithium salt [Li+].[H-]